NC=1C=C(C(=C(C(=O)NCC(C2=CC=CC=C2)=O)C1)Cl)F 5-amino-2-chloro-3-fluoro-N-(2-oxo-2-phenylethyl)benzamide